ClC=1C=C(C=C(C1)NS(=O)(=O)C)NC(=O)C=1C=NN(C1)C1=NC=CC=C1C=1C=NC=NC1 N-(3-chloro-5-(methylsulfonamido)phenyl)-1-(3-(pyrimidin-5-yl)pyridin-2-yl)-1H-pyrazole-4-carboxamide